6-(4-fluorophenyl)-4-(1-methyl-1H-pyrazol-3-yl)pyridin-3-amine FC1=CC=C(C=C1)C1=CC(=C(C=N1)N)C1=NN(C=C1)C